NC(=CC(=O)OCC)C ethyl 3-aminobutenoate